FC(C1=CC=C(CNC(=O)C2NCCC2)C=C1)(F)F N-(4-(trifluoromethyl)benzyl)pyrrolidine-2-carboxamide